COC1CCN(CC1)CC=1C=NC=2N(C1)N=CC2C2=CC(=NC=C2)C 6-((4-Methoxypiperidin-1-yl)methyl)-3-(2-methylpyridin-4-yl)pyrazolo[1,5-a]pyrimidine